C(C1=CC=CC=C1)(C1=CC=CC=C1)=N[C@H](C(=O)OC(C)(C)C)CC1=CC=C(C=C1)OCOC tert-butyl (2S)-2-(benzhydrylideneamino)-3-[4-(methoxymethoxy)phenyl]propanoate